P(=O)(O)(O)OCCCCCCCCCCCCCCCCCCCC arachidyl alcohol phosphate